BrC1=NN(N=C1)C[C@H]1CN(CCC1)C(=O)OC(C)(C)C tert-butyl (R)-3-((4-bromo-2H-1,2,3-triazol-2-yl)methyl)piperidine-1-carboxylate